C1(CCC1)NC(C1=CC=C(C=C1)[C@H]1CC2(CC(C2)(F)F)CCN1CC1=C2C=CNC2=C(C=C1OC)C)=O (R)-N-cyclobutyl-4-(2,2-difluoro-7-((5-methoxy-7-methyl-1H-indol-4-yl)methyl)-7-azaspiro[3.5]nonan-6-yl)benzamide